FC1=CC=C(CNC(CSC=2OC(=NN2)C=2C=C3C=CC=NC3=CC2)=O)C=C1 N-(4-fluorobenzyl)-2-((5-(quinolin-6-yl)-1,3,4-oxadiazol-2-yl)thio)acetamide